tert-butyl (3R)-3-[[4-cyano-2-(1H-pyrazol-5-yl)benzoyl]-(8-methyl-1-isoquinolyl)amino]piperidine-1-carboxylate C(#N)C1=CC(=C(C(=O)N([C@H]2CN(CCC2)C(=O)OC(C)(C)C)C2=NC=CC3=CC=CC(=C23)C)C=C1)C1=CC=NN1